CC(=O)N[C@@H]1[C@H]([C@H]([C@H](O[C@@H]1O[C@H]2[C@H]([C@H](OC([C@@H]2O)O)CO)O)CO)O)O The molecule is a glycosylgalactose derivative consisting of D-galactose having an alpha-D-N-acetylgalactosaminyl residue attached at the 3-position. It is an amino disaccharide and a glycosylgalactose derivative.